3,9-bis(2-(3-(3-tertiary butyl-4-hydroxy-5-methylphenyl)propionyloxy)-1,1-dimethylethyl)-2,4,8,10-tetraoxaspiro[5.5]undecane C(C)(C)(C)C=1C=C(C=C(C1O)C)CCC(=O)OCC(C)(C)C1OCC2(CO1)COC(OC2)C(COC(CCC2=CC(=C(C(=C2)C)O)C(C)(C)C)=O)(C)C